C(C1=CC=CC=C1)OC1=NC(=CC=C1N1C(N(C2=C1C=CC(=C2)C=2C(=NN(C2)CC(=O)O)C)C)=O)OCC2=CC=CC=C2 2-[4-[1-(2,6-dibenzyloxy-3-pyridyl)-3-methyl-2-oxo-benzimidazol-5-yl]-3-methyl-pyrazol-1-yl]acetic acid